C(C)(C)(C)OC(N(CCNS(=O)(=O)C=C)C)=O methyl-(2-(vinylsulfonamido)ethyl)carbamic acid tert-butyl ester